tert-butyl 4-(27-(4-hydroxyphenyl)-3,25-dioxo-6,9,12,15,18,21-hexaoxa-2,24-diazaheptacosyl)isoindoline-2-carboxylate OC1=CC=C(C=C1)CCC(NCCOCCOCCOCCOCCOCCOCCC(NCC1=C2CN(CC2=CC=C1)C(=O)OC(C)(C)C)=O)=O